CC1NCCCC1 2-methylpiperidine